1,4-cyclohexanedicarboxylic acid diglycidyl ester C(C1CO1)OC(=O)C1CCC(CC1)C(=O)OCC1CO1